COC=1C=C2C(C=C(OC2=CC1)C(=O)NC=1C=NC=CC1)=O 6-methoxy-4-oxo-N-(pyridin-3-yl)-4H-chromene-2-formamide